FC1=CC=C(C(=O)C2=C3N(C=4C=C(C(=CC24)C(=O)OC)[N+](=O)[O-])CCCN3)C=C1 10-(4-fluorobenzoyl)-8-methoxycarbonyl-7-nitro-1,2,3,4-tetrahydropyrimidino[1,2-a]indole